(9R,13S)-13-[4-(2-Amino-5-chlorophenyl)-6-oxo-1,6-dihydropyrimidin-1-yl]-3-(difluoromethyl)-9-methyl-3,4,7,15-tetraazatricyclo[12.3.1.02,6]octadeca-1(18),2(6),4,14,16-pentaen-8-one NC1=C(C=C(C=C1)Cl)C=1N=CN(C(C1)=O)[C@H]1CCC[C@H](C(NC=2C=NN(C2C=2C=CN=C1C2)C(F)F)=O)C